C(C)(=O)NC1=CC=C(C=C1)C(CCSCC[C@@H](C(=O)OC(C)(C)C)NC(=O)OC(C)(C)C)(C(F)(F)F)O tert-butyl (2s)-4-[3-(4-acetamidophenyl)-4,4,4-trifluoro-3-hydroxy-butyl]sulfanyl-2-(tert-butoxycarbonylamino)butanoate